S=C1OCC2=C1C=CC(=C2)C#N 1-sulfanylidene-1,3-dihydro-2-benzofuran-5-carbonitrile